ClC1=C(C=CC=C1)C1=C(C(=CC=C1)C1=NC(=C(C=C1)C=O)OC)Cl 2,2'-dichloro-3'-(5-formyl-6-methoxypyridin-2-yl)-[1,1'-biphenyl]